N-(4-methoxybenzyl)propan-1-amine hydrochloride Cl.COC1=CC=C(CNCCC)C=C1